ClC1=CC2=C(N=C(N(C2=O)C)C)C(=N1)C1=C(C=C(C=C1)C(F)(F)F)F 6-chloro-8-(2-fluoro-4-(trifluoromethyl)phenyl)-2,3-dimethylpyrido[3,4-d]pyrimidin-4(3H)-one